ClC1=CC=C(C=C1)C1=CN(C2=CC=CC=C12)C(C)C 3-(4-chlorophenyl)-1-isopropyl-1H-indole